C[Si](C#C[C@@H]1O[C@@H]([C@H]([C@@H]([C@H]1OCC1=CC=CC=C1)OCC1=CC=CC=C1)OCC1=CC=CC=C1)COCC1=CC=CC=C1)(C)C trimethyl-[2-[(2S,3S,4R,5R,6R)-3,4,5-tribenzyloxy-6-(benzyloxymethyl)tetrahydropyran-2-yl]ethynyl]silane